2-[(3S)-1-[(2R)-2-[4-(2-chloro-4-fluoro-phenyl)-2-oxo-chromen-7-yl]oxypropanoyl]-3-piperidyl]acetic acid ClC1=C(C=CC(=C1)F)C1=CC(OC2=CC(=CC=C12)O[C@@H](C(=O)N1C[C@@H](CCC1)CC(=O)O)C)=O